C(C)(C)(C)OC(=O)N1C(CNCC1)C1=C(C=C(C=C1)C1=NC(=NO1)C1=CC=C(C=C1)OC)[N+](=O)[O-] (4-(3-(4-methoxyphenyl)-1,2,4-oxadiazol-5-yl)-2-nitrophenyl)piperazine-1-carboxylic acid tert-butyl ester